C(C)C1N(CCC(C1)NC1=CC(=C(C(=C1)[N+](=O)[O-])N1C=CC=C1)Br)C ethyl-N-(3-bromo-5-nitro-4-(1H-pyrrol-1-yl)phenyl)-1-methylpiperidin-4-amine